NC1=CC=C(C=C1)O 4-Amino-phenol